(Dimethylamino)pyridinium p-toluenesulfonate CC1=CC=C(C=C1)S(=O)(=O)[O-].CN(C)[N+]1=CC=CC=C1